(2S,4aR,6R,7R,8R,8aR)-7-hydroxy-2-phenyl-8-(4-(3,4,5-trifluorophenyl)-1H-1,2,3-triazol-1-yl)hexahydropyrano[3,2-d][1,3]dioxine-6-carboxylic acid O[C@@H]1[C@H]([C@H]2O[C@H](OC[C@H]2O[C@H]1C(=O)O)C1=CC=CC=C1)N1N=NC(=C1)C1=CC(=C(C(=C1)F)F)F